IC#C[Si](C)(C)C(C)(C)C (2-iodoethynyl)-t-butyldimethylsilane